C(C)(=O)C1=CC2=C(N=C(O2)NC2=NC3=C(N2C)C=CC(=C3)C(=O)NOCCOC)C=C1 2-((6-acetylbenzo[d]oxazol-2-yl)amino)-N-(2-methoxyethoxy)-1-methyl-1H-benzo[d]imidazole-5-carboxamide